CN1CCC(CC1)CC1=NOC=C1 3-[(1-methyl-4-piperidinyl)methyl]Isoxazole